tert-butyl 3-(3-chloro-7H-pyrrolo[2,3-c]pyridazin-6-yl)azetidine-1-carboxylate ClC1=CC2=C(N=N1)NC(=C2)C2CN(C2)C(=O)OC(C)(C)C